CO[C@H]1[C@@H](COCC1)N (3R,4R)-4-methoxytetrahydro-2H-pyran-3-amine